5-Vinyl-2,3-dihydro-1H-isoindole C(=C)C=1C=C2CNCC2=CC1